ClC1=C(C=C2C=NN(C2=C1)C=1C=C(C(=C(C1)O)F)F)N1CCN(CC1)S(=O)(=O)C1=CC=CC=C1 5-(6-Chloro-5-(4-(phenyl-sulfonyl)piperazin-1-yl)-1H-indazol-1-yl)-2,3-difluoro-phenol